N-methoxy-7-methoxy-2,7-dihydroxy-2H-1,4-benzoxazin-3(4H)-one CON1C(C(OC=2C1=CCC(C2)(O)OC)O)=O